ClC1=CC2=C(C=N1)C(NN2C2=C(C=CC=C2)OC)=O 6-chloro-1-(2-methoxyphenyl)-1,2-dihydro-3H-pyrazolo[4,3-c]pyridin-3-one